FC=1C=C(C=CC1)C1=NN=C(S1)CO (5-(3-fluorophenyl)-1,3,4-thiadiazol-2-yl)methanol